NC1=CC=C(C=C1)C=1C=C(C(=NC1)N)C1=CC(=C(C(=C1)OC)OC)OC 5-(4-aminophenyl)-3-(3,4,5-trimethoxyphenyl)pyridin-2-amine